1-phenyl-cyclopentylamide C1(=CC=CC=C1)C1(CCCC1)[NH-]